BrC(C(=O)N1CCC(CC1)NC1=NC=C(C(=N1)C=1C=C(C=CC1)N1C(C=CC=C1)=O)F)C 1-(3-(2-((1-(2-bromopropanoyl)piperidin-4-yl)amino)-5-fluoropyrimidin-4-yl)phenyl)pyridin-2(1H)-one